1,6-dioxaspiro[4.5]decan-10-yl 2,4-difluorobenzoate FC1=C(C(=O)OC2CCCOC23CCCO3)C=CC(=C1)F